(R)-8-(chloromethyl)-4-methyl-4H-imidazo[1,5,4-de]quinoxalin-5(6H)-one ClCC=1C=C2C=3N([C@@H](C(NC3C1)=O)C)C=N2